3-{2-cyano-1-[4-(7H-pyrrolo-[2,3-d]pyrimidin-4-yl)-1H-pyrazol-1-yl]ethyl}-N,N-dimethylbenzamide trifluoroacetate FC(C(=O)O)(F)F.C(#N)CC(N1N=CC(=C1)C=1C2=C(N=CN1)NC=C2)C=2C=C(C(=O)N(C)C)C=CC2